C(#N)CNC1=C(C=CC(=N1)C(=O)O)[C@H]1CC2(CC(C2)(F)F)CCN1CC1=C2C=CNC2=C(C=C1OC)C 6-[(cyanomethyl)amino]-5-[(6R)-2,2-difluoro-7-[(5-methoxy-7-methyl-1H-indol-4-yl)methyl]-7-azaspiro[3.5]nonan-6-yl]pyridine-2-carboxylic acid